CC1=C(C(=CC=C1)C)N(CCOC)C(=O)CCl The molecule is an organochlorine compound that is 2-chloroacetamide substituted by a 2-methoxyethyl and a 2,6-dimethylphenyl group at the nitrogen atom. It has a role as a xenobiotic, an environmental contaminant and a herbicide. It is an aromatic amide, an ether and an organochlorine compound.